C(C)(C)(C)C1=CC=C(C=C1)C1(CC(CC1)N)N 1-(4-(tert-butyl)phenyl)cyclopentane-1,3-diamine